C(C)OC(=O)C=1N(N=C2C1CNCC2)C2=C(C=CC(=C2C)C(C2=CC(=C(C=C2)Cl)Cl)=O)[C@H](CNC(=O)OC(C)(C)C)C (R)-2-((R)-1-((tert-Butoxycarbonyl)amino)propan-2-yl)-5-(3,4-dichlorobenzoyl)-6-methylPhenyl-4,5,6,7-tetrahydro-2H-pyrazolo[4,3-c]Pyridine-3-carboxylic acid ethyl ester